tert-butyl (1R,4R)-5-(5-{5',7'-difluoro-2',7-dimethyl-1H,2'H-[3,4'-biindazol]-1-yl}pyridin-2-yl)-2,5-diazabicyclo[2.2.1]heptane-2-carboxylate FC1=C(C2=CN(N=C2C(=C1)F)C)C1=NN(C2=C(C=CC=C12)C)C=1C=CC(=NC1)N1[C@H]2CN([C@@H](C1)C2)C(=O)OC(C)(C)C